BrC=1C=C2C(=CN(C2=CC1)C(CN(C)C)=O)/C(/C#N)=C/C=1C=NC=CC1OC (Z)-2-(5-bromo-1-(2-(dimethylamino)acetyl)-1H-indol-3-yl)-3-(4-methoxypyridin-3-yl)acrylonitrile